NC1CC(N(C1)C1=CC=C(C=C1)S(=O)(=O)N1CCN(CC1)C1=NC(=CC(=C1)S(=O)(=O)C1CC1)Cl)=O 4-Amino-1-[4-[4-(6-chloro-4-cyclopropylsulfonyl-2-pyridyl)piperazin-1-yl]sulfonylphenyl]pyrrolidin-2-one